2,4,6-Trivinyl-2,4,6-trimethylcyclotrisiloxane C(=C)[Si]1(O[Si](O[Si](O1)(C)C=C)(C)C=C)C